C(C)(C)(C)OC(=O)N1C2CN(CC1CC2)C=2C1=C(N=CN2)N(C(=C1)C1=C(C=NC=C1)F)S(=O)(=O)C1=CC=C(C)C=C1 3-(6-(3-Fluoropyridin-4-yl)-7-tosyl-7H-pyrrolo[2,3-d]pyrimidin-4-yl)-3,8-diazabicyclo[3.2.1]octane-8-carboxylic acid tert-butyl ester